N1,N2-di-(3,3-dimethylbutyl)ethane-1,2-diamine CC(CCNCCNCCC(C)(C)C)(C)C